5-(2-(4-amino-3-(4-phenoxyphenyl)-1H-pyrazolo[3,4-d]pyrimidin-1-yl)-7-azaspiro[3.5]nonan-7-yl)-2-(2,6-dioxopiperidin-3-yl)isoindoline-1,3-dione NC1=C2C(=NC=N1)N(N=C2C2=CC=C(C=C2)OC2=CC=CC=C2)C2CC1(C2)CCN(CC1)C=1C=C2C(N(C(C2=CC1)=O)C1C(NC(CC1)=O)=O)=O